CC1=C(C=C(C=C1)N1C(C=CC2=CN=C3C(=C12)C=C(C=C3)C3=CC=C(C=C3)NC(OC)=O)=O)[N+](=O)[O-] Methyl 4-(1-(4-methyl-3-nitrophenyl)-2-oxo-1,2-dihydrobenzo[h][1,6]naphthyridin-9-yl)phenylcarbamate